3-(5-bromo-1H-indol-3-yl)-1-(4-pyridyl)-2-propen-1-one BrC=1C=C2C(=CNC2=CC1)C=CC(=O)C1=CC=NC=C1